5-(7-azabenzotriazol-1-yloxy)-3,4-dihydro-1-methyl-2H-pyrrolium hexachloroantimonate Cl[Sb-](Cl)(Cl)(Cl)(Cl)Cl.N1(N=NC2=C1N=CC=C2)OC=2CCC[N+]2C